3-Bromo(trifluoromethoxy)dibenzo[b,f][1,4]oxazepin BrC1=CC2=C(C=NC3=C(O2)C=CC=C3)C(=C1)OC(F)(F)F